FC=1C=C(C=C(C1)F)SC=1C=C2C(=NNC2=CC1)\C=C\C1=NC=CC=C1 (E)-5-((3,5-difluorophenyl)thio)-3-(2-(pyridin-2-yl)vinyl)-1H-indazole